2-(3-chloro-4-fluorophenyl)propionate ClC=1C=C(C=CC1F)C(C(=O)[O-])C